O=S1N=NC=C1 oxothiadiazole